CN(CCOC1=C(C=C(C=C1)NC(=O)NC1=CC=C(C=C1)F)C=1N(N=CC1F)C)C 1-[4-(2-Dimethylamino-ethoxy)-3-(4-fluoro-2-methyl-2H-pyrazol-3-yl)-phenyl]-3-(4-fluoro-phenyl)-urea